C(C)OC(=O)C1(CSCC1O)N1C2=NC=NC(=C2N=C1)SCCCCl (±)-Ethyl-3-(6-((3-chloropropyl)thio)-9H-purin-9-yl)-4-hydroxytetrahydrothiophene-3-carboxylate